1-(4-amino-2-chloropyridin-3-yl)ethan-1-one NC1=C(C(=NC=C1)Cl)C(C)=O